O=C1NC(CCC1N1CC2=CC=C(C=C2C1=O)NC(C(=O)O)C)=O 2-[[2-(2,6-dioxo-3-piperidinyl)-3-oxo-isoindolin-5-yl]amino]propionic acid